ClC=1C=C(C=CC1)C1=CC=CC=C1 3-chloro-1,1'-biphenyl